C(C1=CC=CC=C1)(C1=CC=CC=C1)(C1=CC=CC=C1)SC[C@H](N)C(=O)OC methyl S-trityl-L-cysteinate